(S)-3-fluoro-4-(2-methyl-4-(piperidin-4-yl)benzo[d][1,3]dioxol-2-yl)benzonitrile 4-methylbenzenesulfonate CC1=CC=C(C=C1)S(=O)(=O)O.FC=1C=C(C#N)C=CC1[C@@]1(OC2=C(O1)C=CC=C2C2CCNCC2)C